C[C@@H]1CC[C@H]2C([C@@H]3[C@](CC[C@]12C3)(C)OC(\C=C\C3=CC(=C(C=C3)O)OC)=O)(C)C (E)-(3R,3aS,6R,7R,8aS)-3,6,8,8-tetramethyloctahydro-1H-3a,7-methanoazulen-6-yl-3-(4-hydroxy-3-methoxyphenyl)acrylate